(7S)-2-[4-(4-methoxyphenoxy)phenyl]-7-(piperazin-1-yl)-4,5,6,7-tetrahydro-2H-pyrazolo[4,3-b]pyridine-3-carboxamide COC1=CC=C(OC2=CC=C(C=C2)N2N=C3C(NCC[C@@H]3N3CCNCC3)=C2C(=O)N)C=C1